C12C(CC(C(C1)N)C2)N bicyclo[2.2.1]heptane-2,5-diamine